CN1C2(CN(C2)C(=O)OC(C)(C)C)CN(C(C1)=O)CC=O tert-Butyl 5-methyl-7-oxo-8-(2-oxoethyl)-2,5,8-triazaspiro[3.5]nonane-2-carboxylate